1-(4-methoxybutyl)-3-methylimidazole COCCCCN1CN(C=C1)C